BrC1=C(C(=O)O)C(=CC(=C1)[Si](C1=CC=CC=C1)(C1=CC=CC=C1)C1=CC=CC=C1)Br 2,6-dibromo-4-(triphenylsilyl)benzoic acid